O1C(=NN=C1)C1=CC=C(C=C1)COC1CC2(C(N3[C@H](O2)CC[C@H]3C3=NC=CN=C3)=O)C1 (5'S,7a'R)-3-{[4-(1,3,4-oxadiazol-2-yl)phenyl]methoxy}-5'-(pyrazin-2-yl)tetrahydro-3'H-spiro[cyclobutane-1,2'-pyrrolo[2,1-b][1,3]oxazol]-3'-one